CN(C(/C=C/CC[C@H](C(=O)NC1=CN=CN(C1=O)CC=1N(C2=CC=C(C=C2C1)F)CC(C)C)CN(C([O-])=O)C)=O)C (S,E)-7-(Dimethylamino)-1-((1-((5-fluoro-1-isobutyl-1H-indol-2-yl)methyl)-6-oxo-1,6-dihydropyrimidin-5-yl)amino)-1,7-dioxohept-5-en-2-yl-dimethylcarbamat